tert-butyl N-[4-(1-benzyl-3-methyl-2,5-dioxo-pyrrolidin-3-yl)phenyl]carbamate C(C1=CC=CC=C1)N1C(C(CC1=O)(C)C1=CC=C(C=C1)NC(OC(C)(C)C)=O)=O